Tert-butyl 4-[[4-[3-(4-hydroxy-3-methylphenyl)prop-2-enoyl]-3-methylphenoxy]methyl]piperidine-1-carboxylate OC1=C(C=C(C=C1)C=CC(=O)C1=C(C=C(OCC2CCN(CC2)C(=O)OC(C)(C)C)C=C1)C)C